2-((2-oxo-2,3-dihydro-1H-benzo[d]imidazol-5-yl)carbamoyl)benzoic acid methyl ester COC(C1=C(C=CC=C1)C(NC1=CC2=C(NC(N2)=O)C=C1)=O)=O